C(CCC)(=O)O.NCCSSCCN cystamine monobutyrate